C(C)(=O)C1=CC=C(C=C1)SC1=CC=C(C=C1)[S+](C1=CC=CC=C1)C1=CC=CC=C1 [4-(4-Acetylphenylsulfanyl)phenyl]diphenylsulfonium